C(CCCC)NC(=O)CC1(CC(CC(C1)(C)C)NC([O-])=O)C 3-(pentylcarbamoylmethyl)-3,5,5-trimethylcyclohexylcarbamate